rac-(3R*,4R*)-1-Cyclopropylmethyl-4-{[5-(2-trifluoromethyl-phenyl)-isoxazole-3-carbonyl]-amino}-piperidine-3-carboxylic Acid Methyl Ester COC(=O)[C@@H]1CN(CC[C@H]1NC(=O)C1=NOC(=C1)C1=C(C=CC=C1)C(F)(F)F)CC1CC1 |r|